S1C=NC(=C1)C[C@H](N)C(=O)O β-(4-thiazolyl)alanine